N-(5-(6-chloro-7-fluoro-5-methoxy-1-methyl-3-(1H-pyrazol-4-yl)-1H-indol-2-yl)-4H-1,2,4-triazol-3-yl)-2-methoxy-N-methylacetamide ClC1=C(C=C2C(=C(N(C2=C1F)C)C=1NC(=NN1)N(C(COC)=O)C)C=1C=NNC1)OC